CC1(NC=CC(C1)C1=CC=C2C(N(C3(C2=C1)CC3)C)=O)C 2,2-dimethyl-4-(2'-methyl-3'-oxospiro[cyclopropane-1,1'-isoindoline]-6'-yl)-3,4-dihydro-2H-pyridine